ClC1=NC(=C(C2=C1C=CS2)C2=C(C=C(C=C2)F)OCCOC)C=2C=NNC2 4-chloro-7-(4-fluoro-2-(2-methoxyethoxy)phenyl)-6-(1H-pyrazol-4-yl)thieno[3,2-c]pyridine